N-(4-toluenesulfonyl)propanamide CC1=CC=C(C=C1)S(=O)(=O)NC(CC)=O